OC1C(OC(C1O)N1C=NC2=C1C=CC(=C2)O)COP(O)(O)=O phosphoric acid mono-[3,4-dihydroxy-5-(5-hydroxy-benzoimidazol-1-yl)tetrahydro-furan-2-ylmethyl]ester